C(C)(=O)N1CCC(CC1)NC1=NC(=CC(=C1)C(=O)NC[C@H]([C@H]1NCC2=CC(=CC=C2C1)OCC1=C(N=CO1)C)O)N1CCCCC1 (1-acetyl-4-piperidyl)amino-N-{(2R)-2-hydroxy-2-{(3S)-7-{(4-methyloxazol-5-yl)methoxy}-1,2,3,4-tetrahydroisoquinolin-3-yl}ethyl}-6-(1-piperidyl)pyridine-4-carboxamide